butyl 3-[2-[2-[2-[2-[2-[2-[2-(2-aminoethoxy)ethoxy]ethoxy]ethoxy]ethoxy]ethoxy]ethoxy]ethoxy]propanoate NCCOCCOCCOCCOCCOCCOCCOCCOCCC(=O)OCCCC